FC=1C=C(C=CC1)CC(=O)NC=1SC(=NN1)C1CCN(CC1)C=1N=NC(=CC1)NC(CC1=NC=CC=C1)=O 2-(3-Fluorophenyl)-N-(5-(1-(6-(2-(pyridin-2-yl)acetamido)pyridazin-3-yl)piperidin-4-yl)-1,3,4-thiadiazol-2-yl)acetamide